CC=1CC2=C(C3=CC=C(C=C3C(=C2CC1)OC)C)OC(C=C)=O 2,6-dimethyl-9-acryloyloxy-10-methoxy-1,4-dihydroanthracene